C(=O)(O)CCCC(=O)OCC#CCOC=1C(=[N+](ON1)[O-])S(=O)(=O)C1=CC=CC=C1 4-(4-((4-Carboxybutyryl)oxy)but-2-yn-1-yloxy)-3-(benzenesulfonyl)-1,2,5-oxadiazole 2-oxide